(3-(((4-(2-((6-(isoxazol-4-yl)-1H-indazol-4-yl)amino)ethoxy)butyl)amino)methyl)-5-(trifluoromethoxy)phenyl)methanol O1N=CC(=C1)C1=CC(=C2C=NNC2=C1)NCCOCCCCNCC=1C=C(C=C(C1)OC(F)(F)F)CO